C(C)OC(COC1=NC=CC=C1OC1=C(C=C(C(=C1)N1C(N(C(=CC1=O)C(F)(F)F)C)=O)F)Cl)=O Ethyl-[(3-{2-chloro-4-fluoro-5-[3-methyl-2,6-dioxo-4-(trifluoromethyl)-3,6-dihydropyrimidin-1(2H)-yl]phenoxy}pyridin-2-yl)oxy]acetate